2-[3-(4-methylpiperazin-1-yl)-1,2,4-triazin-6-yl]-5-(1H-pyrazol-4-yl)pyridin-3-ol hydrochloride Cl.CN1CCN(CC1)C=1N=NC(=CN1)C1=NC=C(C=C1O)C=1C=NNC1